7-(bromomethyl)-9-fluorofuro[2,3-c]quinolin-4(5H)-one BrCC=1C=C(C=2C3=C(C(NC2C1)=O)OC=C3)F